C(C)(C)(C)OC(=O)N1C[C@H](N2C(CC1)=NC1=C2C(=CC(=C1)C(NC1=CC=C(C=C1)OC(F)(F)Cl)=O)Br)C (R)-10-bromo-8-((4-(chlorodifluoromethoxy)phenyl)carbamoyl)-1-methyl-1,2,4,5-tetrahydro-3H-benzo[4,5]imidazo[1,2-d][1,4]diazepine-3-carboxylic acid tert-butyl ester